BrC=1C=C2C(=CC=NC2=CC1Cl)C(=O)O 6-bromo-7-chloroquinoline-4-carboxylic acid